C1(=CC=C(C2=CC=CC=C12)C(=O)O)C1=CC=C(C2=CC=CC=C12)C(=O)O (R)-1,1'-binaphthyl-4,4'-dicarboxylic acid